BrC1=C(C=CC=C1)N(C(C(=C)C)=O)C N-(2-bromophenyl)-N-methyl-methacrylamide